CN1C(C2=CC=C(C=C2C=C1)C=1C=NC2=CC=C(C=C2N1)C(=O)NC[C@@H]1OCC1)=O 3-(2-methyl-1-oxo-1,2-dihydro-6-isoquinolinyl)-N-((2R)-2-oxetanylmethyl)-6-quinoxalinecarboxamide